5-((R)-3-(((1-(2-(4-(4-chloro-1-(4-hydroxyphenyl)-2-phenylbut-1-en-1-yl)benzeneOxy)ethyl)piperidin-4-yl)methyl)amino)piperidin-1-yl)-2-(2,6-dioxopiperidin-3-yl)isoindoline ClCCC(=C(C1=CC=C(C=C1)O)C1=CC=C(C=C1)OCCN1CCC(CC1)CN[C@H]1CN(CCC1)C=1C=C2CN(CC2=CC1)C1C(NC(CC1)=O)=O)C1=CC=CC=C1